FC1=C(OC2=C(C(=O)N)C=CC=N2)C=CC(=C1)CC(=O)NC1=NC2=C(N1CCOC)C=C(C=C2)OC 2-(2-fluoro-4-(2-((6-methoxy-1-(2-methoxyethyl)-1H-benzo[d]-imidazol-2-yl)amino)-2-oxoethyl)phenoxy)nicotinamide